5-benzylidene-2,2-dimethylcyclopentanone C(C1=CC=CC=C1)=C1CCC(C1=O)(C)C